O=CCC(C(=O)O)NCCC1=CC=CC=C1 4-oxo-[(2-phenylethyl)amino]butyric acid